C(C)OC(C(=CC1=CC(=C(C=C1)O)OC)C#N)=O.ClC=1C=C2C(=NC1)C(OCC2=O)([2H])[2H] 3-chloro-6H-pyrano[3,4-b]pyridin-5(8H)-one-8,8-d2 Ethyl-2-cyano-3-(4-hydroxy-3-methoxyphenyl)prop-2-enoat